N1=CC=NC2=CC(=CC=C12)C1N(CCCC1)C=O 2-(quinoxalin-6-yl)piperidine-1-methanone